[Fe].[Ge].[Cu] copper-germanium-iron